1-Benzisothiazolinone S1(N=CC2=C1C=CC=C2)=O